benzyl (6-(3-((2S,5S,11S,17S)-5,11,17-tris(4-aminobutyl)-3,6,9,12,15,18-hexaoxo-1,4,7,10,13,16-hexaazacyclooctadecan-2-yl)propanamido)hexyl)carbamate NCCCC[C@@H]1NC([C@@H](NC([C@@H](NC(CNC([C@@H](NC(CNC1=O)=O)CCCCN)=O)=O)CCCCN)=O)CCC(=O)NCCCCCCNC(OCC1=CC=CC=C1)=O)=O